ClC=1C=C(C=C(C1)[C@H]1CNC(CO1)=S)[C@@H]1COCCN1C(C=C)=O 1-((R)-3-(3-chloro-5-((S)-5-thioxomorpholin-2-yl)phenyl)morpholino)prop-2-en-1-one